3-(5-(benzo[d]thiazol-2-ylamino)pyridin-2-yl)imidazo[1,2-a]pyridine-8-carboxylic acid S1C(=NC2=C1C=CC=C2)NC=2C=CC(=NC2)C2=CN=C1N2C=CC=C1C(=O)O